N-([1,2,4]triazolo[4,3-a]pyridin-6-yl)-2-(4-((3,3-dimethylcyclobutyl)amino)-3-isopropyl-6-oxopyridazin-1(6H)-yl)acetamide N=1N=CN2C1C=CC(=C2)NC(CN2N=C(C(=CC2=O)NC2CC(C2)(C)C)C(C)C)=O